((6-azaspiro[2.5]octan-1-yl)methyl)-4-((9-cyclopentyl-7,7-difluoro-5-methyl-6-oxo-6,7,8,9-tetrahydro-5H-pyrimido[4,5-b][1,4]diazepin-2-yl)amino)-3-methoxybenzamide C1(CC12CCNCC2)CC2=C(C(=O)N)C=CC(=C2OC)NC=2N=CC1=C(N(CC(C(N1C)=O)(F)F)C1CCCC1)N2